4-nitrobenzoyl-hydroxylamine triflate OS(=O)(=O)C(F)(F)F.[N+](=O)([O-])C1=CC=C(C(=O)NO)C=C1